FC(C1=CC=C(C=C1)C12CN(CC2C1)C(=O)C1CC2(C1)NC(OC2)=O)(F)F (rac)-(2s,4s)-2-(1-(4-(Trifluoromethyl)phenyl)-3-azabicyclo[3.1.0]hexane-3-carbonyl)-7-oxa-5-azaspiro[3.4]octan-6-one